ClC=1C=C(OC2CCC(CC2)NC(C2=CC=C(C=C2)CCCCCCO)=O)C=CC1C#N N-((1r,4r)-4-(3-chloro-4-cyanophenoxy)cyclohexyl)-4-(6-hydroxyhexyl)benzamide